FC(S(=O)(=O)OC1=CC=NC2=C(C=CC=C12)Br)(F)F (8-Bromo-4-quinolyl) trifluoromethanesulfonate